ClC1=CC=C(C=C1)C(=O)N1[C@@H](C[C@H](C1)O)C1=NC(=NO1)C1=CC=C(C=C1)OC(F)(F)F (4-chlorophenyl)((2S,4R)-4-hydroxy-2-[3-{4-(trifluoromethoxy)phenyl}-1,2,4-oxadiazol-5-yl]pyrrolidin-1-yl)methanone